Ethyl (E)-4-{[3-(7-chloro-10-methyl-11-oxo-10,11-dihydro-5H-dibenzo[b,e][1,4]diazepin-5-yl)propyl]amino}but-2-enoate ClC1=CC2=C(N(C(C3=C(N2CCCNC/C=C/C(=O)OCC)C=CC=C3)=O)C)C=C1